6-Methoxy-N-(2-fluoro-3-(trifluoromethyl)phenyl)-2-(trifluoromethyl)-1H-imidazo[4,5-b]pyrazin-5-amin COC1=C(N=C2C(=N1)NC(=N2)C(F)(F)F)NC2=C(C(=CC=C2)C(F)(F)F)F